C(C1=CC=CC=C1)O[C@H]1[C@H](O[C@@H]([C@H]1OCC1=CC=CC=C1)COCC1=CC=CC=C1)C1=CSC2=C1N=C(N=C2NC2CCCC2)Cl 7-((2R,3S,4R,5R)-3,4-bis(benzyloxy)-5-((benzyloxy)methyl)tetrahydrofuran-2-yl)-2-chloro-N-cyclopentylthieno[3,2-d]Pyrimidine-4-amine